3-((5-chloro-4-(3-(2-oxo-1,2-dihydropyridin-3-yl)phenyl)pyrimidin-2-yl)amino)-N-methylcyclobutane-1-carboxamide ClC=1C(=NC(=NC1)NC1CC(C1)C(=O)NC)C1=CC(=CC=C1)C=1C(NC=CC1)=O